[N+](=O)(O)[O-].C(=C)N1CN(C=C1)CC 1-vinyl-3-ethyl-imidazole nitrate salt